N[C@H]1CN(CCC1)C=1C(=CC(=NC1)C1=CC(=C(C=C1)OC)F)CN1C2=NC=NC(=C2N=C1)N (R)-9-((5-(3-aminopiperidin-1-yl)-2-(3-fluoro-4-methoxyphenyl)pyridin-4-yl)methyl)-9H-purin-6-amine